2-(((3-butyl-7-(dimethylamino)-3-ethyl-2-(4-methoxybenzyl)-1,1-dioxido-5-phenyl-2,3,4,5-tetrahydro-1,2,5-benzothiadiazepin-8-yl)methyl)thio)acetic acid C(CCC)C1(N(S(C2=C(N(C1)C1=CC=CC=C1)C=C(C(=C2)CSCC(=O)O)N(C)C)(=O)=O)CC2=CC=C(C=C2)OC)CC